NC1=CC2=C(NC(=N2)C2=C(C#N)C=CC=C2)C=C1 2-(5-Amino-1H-benzo[d]imidazol-2-yl)benzonitrile